C(N)(=O)[C@H]1N2C(N([C@H](CC1)C2)OS(=O)(=O)OCC(C(=O)[O-])(C)C)=O (((((2s,5r)-2-carbamoyl-7-oxo-1,6-diazabicyclo[3.2.1]oct-6-yl) oxy) sulfonyl) oxy)-2,2-dimethylpropionate